palladium chloride silver nitrate [N+](=O)([O-])[O-].[Ag+].[Pd](Cl)Cl